((R)-2-(2-Chlorophenyl)-2-methylpyrrolidin-1-yl)-N-((R,E)-4-(methylsulfonyl)but-3-en-2-yl)pyrazine-2-carboxamide ClC1=C(C=CC=C1)[C@@]1(N(CCC1)C=1C(=NC=CN1)C(=O)N[C@H](C)\C=C\S(=O)(=O)C)C